N-(6-(2,3-dihydrobenzofuran-5-yl)-1H-indazol-3-yl)-3-phenylpropanamide O1CCC2=C1C=CC(=C2)C2=CC=C1C(=NNC1=C2)NC(CCC2=CC=CC=C2)=O